2-(1,1,1-trifluoro-3-methoxypropan-2-yl)oxypyridin FC(C(COC)OC1=NC=CC=C1)(F)F